C(C1=CC=CC=C1)OC=1C=C2CCC(CC2=C(C1Br)F)CC(=O)OCC ethyl [6-(benzyloxy)-7-bromo-8-fluoro-1,2,3,4-tetrahydronaphthalen-2-yl]acetate